1-isopropyl-N,N-bis(4-methoxybenzyl)-2-oxo-1,2-dihydropyridine-4-sulfonamide C(C)(C)N1C(C=C(C=C1)S(=O)(=O)N(CC1=CC=C(C=C1)OC)CC1=CC=C(C=C1)OC)=O